2-oxo-N-[(1R,3S)-3-{[2-(trifluoromethyl)quinolin-4-yl]amino}cyclohexyl]-1H,2H,3H-pyrido[2,3-b][1,4]thiazine-7-carboxamide O=C1NC2=C(SC1)N=CC(=C2)C(=O)N[C@H]2C[C@H](CCC2)NC2=CC(=NC1=CC=CC=C21)C(F)(F)F